N-(6-(3,5-dimethyl-4-(2,2,2-trifluoroethyl)piperazin-1-yl)-2-methylpyridin-3-yl)-8-azabicyclo[3.2.1]octan-3-amine CC1CN(CC(N1CC(F)(F)F)C)C1=CC=C(C(=N1)C)NC1CC2CCC(C1)N2